2-(2,4-Dimethoxyphenoxy)-5-(trifluoromethyl)pyridine-3-carboxylic acid COC1=C(OC2=NC=C(C=C2C(=O)O)C(F)(F)F)C=CC(=C1)OC